C1(CCCCC1)=CC=1C(=C(C=C(C1)[N+](=O)[O-])C1=CC=CC=C1)OC 3-(cyclohexylidenemethyl)-2-methoxy-5-nitro-1,1'-biphenyl